C1(=CC=CC2=CC=CC=C12)C1=CC=C(C=C1)NC1=CC=C(C=C1)C1=CC2=CC=CC=C2C=C1 (4-naphthalen-1-yl-phenyl)-(4-naphthalen-2-yl-phenyl)-amine